[C@H]12OC[C@H](N(C1)C=1C=CC=3N(C1)N=C(N3)C3=C1C=C(N=CC1=C(N=C3)NC)NC(=O)C3(CC3)F)C2 N-(5-(6-((1R,4R)-2-oxa-5-azabicyclo[2.2.1]heptan-5-yl)-[1,2,4]triazolo[1,5-a]pyridin-2-yl)-8-(methyl-amino)-2,7-naphthyridin-3-yl)-1-fluorocyclopropane-1-carboxamide